N-(2-hydroxyphenyl)cyclohexanecarboxamide OC1=C(C=CC=C1)NC(=O)C1CCCCC1